1-(3-(4-(Cyclopropanecarbonyl)piperidine-1-carbonyl)-6-fluoroquinolin-4-yl)-4-methylpiperidine-4-carbonitrile C1(CC1)C(=O)C1CCN(CC1)C(=O)C=1C=NC2=CC=C(C=C2C1N1CCC(CC1)(C#N)C)F